N1C=C(C2=CC=CC=C12)S(=O)(=O)NC=1SC=C(N1)C(=O)O 2-(1H-indole-3-sulfonylamino)thiazole-4-carboxylic acid